C1=CC=CC=2NC3=C(C(CC21)=O)C=CC=C3 5H-dibenzo[b,f]azepin-10(11H)-one